N-[3-(2-aminoquinazolin-8-yl)-2,4-difluorophenyl]-5-chloro-2-methoxypyridine NC1=NC2=C(C=CC=C2C=N1)C=1C(=C(C=CC1F)N1C(C=CC(=C1)Cl)OC)F